chromium (iii) trichloride [Cl-].[Cl-].[Cl-].[Cr+3]